tert-butyl-((4-(4-((5-(3,5-difluorobenzyl)-1H-indazol-3-yl) carbamoyl)-3-((tetrahydro-2H-pyran-4-yl) amino) phenyl) piperazin-1-yl) methyl) azetidine-1-carboxylate N1(CCC1)C(=O)OC(N1CCN(CC1)C1=CC(=C(C=C1)C(NC1=NNC2=CC=C(C=C12)CC1=CC(=CC(=C1)F)F)=O)NC1CCOCC1)C(C)(C)C